NC(C)C=1SC(=C(N1)C)OC1=C(C=C(C=C1)N1N=CN(C1=O)CC1=C(C=CC=C1F)F)F 2-(4-((2-(1-Aminoethyl)-4-methylthiazol-5-yl)oxy)-3-fluorophenyl)-4-(2,6-difluorobenzyl)-2,4-dihydro-3H-1,2,4-triazol-3-one